2,6-Difluoro-3-(6-(7-methoxy-4-azaspiro[2.5]octan-4-yl)-1-methyl-1H-pyrazolo[4,3-c]pyridin-3-yl)-5-(trifluoromethyl)phenol FC1=C(C(=C(C=C1C1=NN(C2=C1C=NC(=C2)N2C1(CC1)CC(CC2)OC)C)C(F)(F)F)F)O